2-fluoro-5-hydroxy-3-(5-methylthiazol-2-yl)benzoic acid methyl ester COC(C1=C(C(=CC(=C1)O)C=1SC(=CN1)C)F)=O